Methyl-butyramide CC(C(=O)N)CC